NCCNC1=CC=C(C2=C1C=C1C=CN=CC1=C2)NCCN 6,9-bis[(2-aminoethyl)amino]benzo[g]isoquinoline